COC1=NC=2C(CC(N3C2C(=C1)CC3)=O)=O 2-methoxy-4,5-dihydro-7H-pyrrolo[3,2,1-de][1,5]naphthyridine-7,9(8H)-dione